C(CCCCCCCCCCCCCCC)C(CCCCCCCCCCCO)CCCCCC 12-Cetyl-stearyl alcohol